((1r,4r)-4-(6-(cyclopropylmethoxy)-5-nitro-2H-indazol-2-yl)cyclohexyl)methanol C1(CC1)COC=1C(=CC2=CN(N=C2C1)C1CCC(CC1)CO)[N+](=O)[O-]